FC1=C(C=CC(=C1)F)C1=CC(=NO1)C(=O)NCC1CCN(CC1)CC1=CC=C(C=C1)N(C)C 5-(2,4-difluorophenyl)-N-((1-(4-(dimethylamino)benzyl)piperidin-4-yl)methyl)isoxazole-3-carboxamide